C(C)(C)(C)OC(=O)N1C(C=2N=NC=3CCCCC3C2C1)=O 3-oxo-1,3,6,7,8,9-hexahydro-pyrrolo[3,4-c]cinnoline-2-carboxylic acid tert-butyl ester